tert-butyl (2-(6-bromo-1-ethyl-1H-indol-3-yl)ethyl)(N,N-dimethylsulfamoyl)carbamate BrC1=CC=C2C(=CN(C2=C1)CC)CCN(C(OC(C)(C)C)=O)S(N(C)C)(=O)=O